N-((4-(3-(aminomethyl)pyrrolidin-1-yl)-2-(4-chloro-3-(trifluoromethyl)phenyl)pyrimidin-5-yl)methyl)methanesulfonamide NCC1CN(CC1)C1=NC(=NC=C1CNS(=O)(=O)C)C1=CC(=C(C=C1)Cl)C(F)(F)F